[Si](C)(C)(C(C)(C)C)OCC1C(N(CC1)CC=1C(=NC(=NC1)Cl)Cl)=O ((tert-butyldimethylsilyl)oxy)methyl-1-((2,4-dichloropyrimidin-5-yl)methyl)pyrrolidin-2-one